[N+](=O)([O-])C=1C(=NC=CC1)N 3-NITRO-2-PYRIDINEAMINE